(2S,3R)-3-((2-aminopyridin-4-yl)methyl)-N2-(1-methyl-1H-imidazol-2-yl)-N1-((R)-1-(2,5-dimethylphenyl)propyl)-N2-methyl-4-oxoazetidine-1,2-dicarboxamide NC1=NC=CC(=C1)C[C@@H]1[C@H](N(C1=O)C(=O)N[C@H](CC)C1=C(C=CC(=C1)C)C)C(=O)N(C)C=1N(C=CN1)C